2-benzyl 1-(tert-butyl) (2R,4S)-4-([1,1'-biphenyl]-2-ylmethyl)pyrrolidine-1,2-dicarboxylate C1(=C(C=CC=C1)C[C@H]1C[C@@H](N(C1)C(=O)OC(C)(C)C)C(=O)OCC1=CC=CC=C1)C1=CC=CC=C1